N1N=CC(=C1)C=1C=C(C=CC1)C1=CC(=NC=N1)NC(=O)[C@H]1CN(CCO1)C#N (R)-N-(6-(3-(1H-pyrazol-4-yl)phenyl)pyrimidin-4-yl)-4-cyanomorpholine-2-carboxamide